5-((2-(cyclopropylmethyl)-1,2,3,4-tetrahydroisoquinolin-7-yl)(propan-2-yl-1-d1)amino)-1-methylpyridin-2(1H)-one C1(CC1)CN1CC2=CC(=CC=C2CC1)N(C=1C=CC(N(C1)C)=O)C(C[2H])C